ethylenediaminetetraacetic acid, hydrazide C(CN(CC(=O)NN)CC(=O)NN)N(CC(=O)NN)CC(=O)NN